Cl.Cl.C12CN(CC(N1)C2)C2=CC=C(C=N2)C=2C=1N(C=C(C2)C=2C=NN(C2)C)N=CC1C#N 4-(6-(3,6-Diazabicyclo[3.1.1]heptan-3-yl)pyridin-3-yl)-6-(1-methyl-1H-pyrazol-4-yl)pyrazolo[1,5-a]pyridine-3-carbonitrile-dihydrochloride